C(CCCCC)C=1C=C(SC1)C1=CC=C(C2=NSN=C21)C=2SC=C(C2)CCCCCC 4,7-di(4-hexylthienyl)-2,1,3-benzothiadiazole